4,6,7,8-tetrahydropyrazolo[1,5-a][1,4]diazepine-5-carboxylate N1=CC=C2N1CCCN(C2)C(=O)[O-]